2-chloro-4-methyl-6-(4-(trifluoromethyl)phenyl)pyrimidine ClC1=NC(=CC(=N1)C)C1=CC=C(C=C1)C(F)(F)F